C(C1=CC=CC=C1)OC1=NN(C=C1)C1CCN(CC1)CC1=NC2=C(N1C[C@H]1OCC1)C=C(C=C2)C(=O)O (S)-2-((4-(3-(benzyloxy)-1H-pyrazol-1-yl)piperidin-1-yl)methyl)-1-(oxetan-2-ylmethyl)-1H-benzo[d]imidazole-6-carboxylic acid